NC=1C(C(=C(C(C1N)=O)N)N)=O 2,3,5,6-tetraaminocyclohexane-2,5-diene-1,4-dione